FC1=C(C=CC(=C1C1=CC=C2C(=NNC2=C1F)C=1NC=CN1)F)NS(=O)(=O)C1=C(C=CC=C1F)F N-(2,4-difluoro-3-(7-fluoro-3-(1H-imidazol-2-yl)-1H-indazol-6-yl)phenyl)-2,6-difluorobenzenesulfonamide